ethyl 4-((6-(4,4,5,5-tetramethyl-1,3,2-dioxaborolan-2-yl)isoquinolin-4-yl)oxy)cyclohexane-1-carboxylate CC1(OB(OC1(C)C)C=1C=C2C(=CN=CC2=CC1)OC1CCC(CC1)C(=O)OCC)C